C(C1=CC=CC=C1)(=O)C1=NS(C2=C1C=CC=C2)=O benzoylbenzisothiazolinone